NC=1C(NC(N1)=O)=CC1=CC=CC=C1 amino-phenylmethylidene-imidazolone